Bis(trans-4-(trifluoromethyl)cyclohexyl) 2,2'-((((((R)-1-(6-amino-9H-purin-9-yl)propan-2-yl)oxy)methyl)phosphoryl)bis(azanediyl))bis(2-methylpropanoate) NC1=C2N=CN(C2=NC=N1)C[C@@H](C)OCP(=O)(NC(C(=O)O[C@@H]1CC[C@H](CC1)C(F)(F)F)(C)C)NC(C(=O)O[C@@H]1CC[C@H](CC1)C(F)(F)F)(C)C